FC1=CC(=C(C=C1)C=1C2=C(C(=NC1C=1C=NNC1)O)C=CS2)OCCOC 7-(4-fluoro-2-(2-methoxyethoxy)phenyl)-6-(1H-pyrazol-4-yl)thieno[3,2-c]pyridin-4-ol